tert-Butyl ethyl(4-(4-fluoro-2-(4-methyl-4H-1,2,4-triazol-3-yl)phenyl)-6-(6-(hydroxymethyl)-1-oxo-4-(trifluoromethyl)isoindolin-2-yl)pyridin-3-yl)carbamate C(C)N(C(OC(C)(C)C)=O)C=1C=NC(=CC1C1=C(C=C(C=C1)F)C1=NN=CN1C)N1C(C2=CC(=CC(=C2C1)C(F)(F)F)CO)=O